1-(2-tert-butylpyridin-4-yl)-6-(methylthio)-2-(2,2,2-trifluoroethyl)-1H-pyrazolo[3,4-d]pyrimidin-3(2H)-one C(C)(C)(C)C1=NC=CC(=C1)N1N(C(C=2C1=NC(=NC2)SC)=O)CC(F)(F)F